SCCC[Si](C)(C)OCC mercaptopropyl-ethoxydimethylsilane